N1=CC(=CC=C1)NC(=O)C1=NC=NC(=C1F)C1=CC(=C(C=C1)Cl)Cl 6-(3,4-Dichloro-phenyl)-5-fluoro-pyrimidine-4-carboxylic acid pyridin-3-ylamide